CO\N=C\C1=C(NC2=C(C=C(C=C12)COCC)[N+](=O)[O-])C1=CC=CC=C1 (E)-5-(ethoxymethyl)-7-nitro-2-phenyl-1H-indole-3-carbaldehyde O-methyloxime